3-Amino-7-fluoro-8-isobutyl-N-propionylimidazo[1,2-a]pyridine-2-carboxamide NC1=C(N=C2N1C=CC(=C2CC(C)C)F)C(=O)NC(CC)=O